C(CCCCCC)[N+](C)(C)CCCCCO heptyl-(5-hydroxypentyl)dimethylammonium